CN(C(=O)C=1C(=NC=NC1)C1=CN(C2=CC=CC=C12)C)C N,N-dimethyl-4-(1-methyl-1H-indol-3-yl)pyrimidine-5-carboxamide